COC(C1=C(C(=C(C(=C1)OC)Br)OCCNC(=O)OC(C)(C)C)[N+](=O)[O-])=O 4-bromo-3-(2-((tert-butoxycarbonyl)amino)ethoxy)-5-methoxy-2-nitrobenzoic acid methyl ester